2-chloro-N-(2-{4-[(4-chloropyrimidin-2-yl)oxy]piperidin-1-yl}-2-[4-(difluoromethyl)-1,3-thiazol-5-yl]ethyl)-6-fluorobenzamide ClC1=C(C(=O)NCC(C2=C(N=CS2)C(F)F)N2CCC(CC2)OC2=NC=CC(=N2)Cl)C(=CC=C1)F